N-cyclohexyl-2-methylundecan-1-imine oxide C1(CCCCC1)[N+](=CC(CCCCCCCCC)C)[O-]